FC1=C(C#N)C=CC(=C1)NCCOC 2-fluoro-4-[(2-methoxyethyl)amino]benzonitrile